C=1(N=CN2C1CN(CC2)C(=O)N)C(=O)N 5,6-dihydroimidazo[1,5-a]pyrazine-1,7(8H)-dicarboxamide